1-(4-Bromophenyl)-4-isopropylpiperazine BrC1=CC=C(C=C1)N1CCN(CC1)C(C)C